CNC1C(CCCC1)NC N,N'-Dimethyl-1,2-Cyclohexanediamine